α-oxaloacetic acid C(=O)(C(=O)O)CC(=O)O